2-[[1-(4-chlorophenyl)pyrazol-3-yl]oxymethyl]-3-methyl-tetrazol-5-one ClC1=CC=C(C=C1)N1N=C(C=C1)OCN1NC(NN1C)=O